CC=1C=C(C(=O)N2CCC=3C=CC(=NC3C2)[C@@H](CC(=O)OC)C2=C(C3=C(N(N=N3)CC)C=C2)C)C=CC1C methyl (3S)-3-[7-(3,4-dimethylbenzoyl)-6,8-dihydro-5H-1,7-naphthyridin-2-yl]-3-(1-ethyl-4-methyl-benzotriazol-5-yl)propanoate